C(C)(C)(C)N(C(O)=O)[C@@]1(CN(CC1)C=1C(=NC=CC1C(NC(C1CC1)C1CC1)=O)C1=CC(=CC(=C1)F)F)C.BrC1=C2CN(CC2=CC=C1)C1=C(C=C(C=C1)Cl)F 4-Bromo-2-(4-chloro-2-fluorophenyl)isoindoline tert-butyl-(S)-(1-(4-((dicyclopropylmethyl)carbamoyl)-2-(3,5-difluorophenyl)pyridin-3-yl)-3-methylpyrrolidin-3-yl)carbamate